BrC1=NN(C=C1)C1CCN(CC1)C(=O)OC(C)(C)C 2-methylpropan-2-yl 4-(3-bromopyrazol-1-yl)piperidine-1-carboxylate